1-{[(3R)-1-(cyanoacetyl)pyrrolidin-3-yl]methoxy}-7-(propan-2-yloxy)isoquinoline-6-carboxamide C(#N)CC(=O)N1C[C@@H](CC1)COC1=NC=CC2=CC(=C(C=C12)OC(C)C)C(=O)N